sodium (2S)-2-((S)-2-((((4,4-difluorocyclohexyl)oxy)carbonyl)amino)-4-methylpentan-amido)-1-hydroxy-3-((S)-2-oxopyrrolidin-3-yl)propane-1-sulfonate FC1(CCC(CC1)OC(=O)N[C@H](C(=O)N[C@H](C(S(=O)(=O)[O-])O)C[C@H]1C(NCC1)=O)CC(C)C)F.[Na+]